1-(2-chlorophenyl)-(R)-1-methoxypropyl-(R)-2-bicyclo[2.2.1]heptanylcarbamate ClC1=C(C=CC=C1)[C@@]12[C@@H](CC(CC1)C2)N(C([O-])=O)C(CC)OC